methyl 3-(3-hydroxy-5-(naphthalen-2-yl)picolinamido)-2-methylpropanoate OC=1C(=NC=C(C1)C1=CC2=CC=CC=C2C=C1)C(=O)NCC(C(=O)OC)C